cis-5,8,11,14-eicosatetraene CCCC\C=C/CC=CCC=CCC=CCCCCC